N-(2-((2,5-dichloropyrimidin-4-yl)amino)phenyl)propane-1-sulfonamide ClC1=NC=C(C(=N1)NC1=C(C=CC=C1)NS(=O)(=O)CCC)Cl